O1C(=CC=C1)C(C(=O)N[C@H]1[C@H]2SCC(=CN2C1=O)COC(N)=O)=NOC (6R,7R)-7-[2-furyl-(methoxyimino)acetamido]3-carbamoyloxymethyl-8-oxo-5-thia-1-azabicyclo[4.2.0]oct-2-ene